N-(2-cyano-6-(4-oxaspiro[2.5]octan-6-yl)phenyl)-4-(5-((1S,2S)-2-fluorocyclopropyl)-1,2,4-oxadiazol-3-yl)-4-methylpiperidine-1-carboxamide C(#N)C1=C(C(=CC=C1)C1COC2(CC2)CC1)NC(=O)N1CCC(CC1)(C)C1=NOC(=N1)[C@H]1[C@H](C1)F